C(C)(=O)N1CCC(CC1)NCC=1C=CC(=NC1OC)C1=C(C(=NC=C1)C=1C(=C(C=CC1)NC(C1=NC=C(C(=C1)OC)CNCCO)=O)C)Cl N-(3-(5-(((1-acetylpiperidin-4-yl)amino)methyl)-3'-chloro-6-methoxy-[2,4'-bipyridin]-2'-yl)-2-methylphenyl)-5-(((2-hydroxyethyl)amino)methyl)-4-methoxypicolinamide